FC1(CC(C1)C1=C(C=C(C=C1)[C@@H](NC(=O)[C@H]1N(C[C@@H](C1)F)C(CNC(N(C)C)=O)=O)C1=CC=CC=C1)F)F (2S,4R)-N-[(S)-[4-(3,3-difluorocyclobutyl)-3-fluorophenyl](phenyl)methyl]-1-{2-[(dimethylcarbamoyl)amino]acetyl}-4-fluoropyrrolidine-2-carboxamide